FC=1C=2CCCC2C(=C2CCCC12)NC(=O)N=S(=O)(N)C=1C=NN2C1OCC(C2)NCCF N'-((8-fluoro-1,2,3,5,6,7-hexahydro-s-indacen-4-yl)carbamoyl)-6-((2-fluoroethyl)amino)-6,7-dihydro-5H-pyrazolo[5,1-b][1,3]oxazine-3-sulfonimidamide